C(C)(C)(C)OC(=O)N1[C@H](C(C2=CC=CC=C12)(C)C)C(=O)O |r| racemic-1-(tert-butoxycarbonyl)-3,3-dimethylindoline-2-carboxylic acid